FC=1C=2N(C=C(C1)C=1N=C(C3=C(N1)C=CN(C3=O)[C@@H]3C[C@@H](NCC3)C)C)C=C(N2)C 2-(8-fluoro-2-methyl-imidazo[1,2-a]pyridin-6-yl)-4-methyl-6-[(2S,4S)-2-methyl-4-piperidyl]pyrido[4,3-d]pyrimidin-5-one